6-[1-(2-Amino-1-phenylethyl)-3-fluoro-1H-pyrazol-4-yl]-5-(p-chlorophenyl)-4-pyrimidinamine NCC(C1=CC=CC=C1)N1N=C(C(=C1)C1=C(C(=NC=N1)N)C1=CC=C(C=C1)Cl)F